5-(difluoromethyl)-N-(2-isopropyl-6-morpholino-1-oxoisoindolin-5-yl)pyrazolo[1,5-a]pyrimidine-3-carboxamide FC(C1=NC=2N(C=C1)N=CC2C(=O)NC=2C=C1CN(C(C1=CC2N2CCOCC2)=O)C(C)C)F